4-(2-(4-(3,4-dimethoxybenzyl)-2-(2-isopropylphenyl)piperazin-1-yl)-7-azaspiro[3.5]Nonan-7-yl)benzoic acid COC=1C=C(CN2CC(N(CC2)C2CC3(C2)CCN(CC3)C3=CC=C(C(=O)O)C=C3)C3=C(C=CC=C3)C(C)C)C=CC1OC